3-Cyclopropylmethoxy-4-methoxybenzene C1(CC1)COC=1C=CC=CC1OC